N,N'-bis(4-aminophenyl)piperazine NC1=CC=C(C=C1)N1CCN(CC1)C1=CC=C(C=C1)N